C1OCCC2=C1C=CC(=C2)NC=2N=CC1=C(N2)CN(CC1)C1=C(C2=C(OCCN2)N=C1)C N-(3,4-dihydro-1H-2-benzopyran-6-yl)-7-{8-methyl-1H,2H,3H-pyrido[2,3-b][1,4]oxazin-7-yl}-5H,6H,7H,8H-pyrido[3,4-d]pyrimidin-2-amine